tert-butyl (4S)-4-carbamoyl-4-(4-{2-[(1R,3R)-5-(3-methoxy-4-nitrobenzoyl)-5-azaspiro[2.5]octan-1-yl]ethynyl}-1-oxo-3H-isoindol-2-yl)butanoate C(N)(=O)[C@H](CCC(=O)OC(C)(C)C)N1C(C2=CC=CC(=C2C1)C#C[C@H]1C[C@@]12CN(CCC2)C(C2=CC(=C(C=C2)[N+](=O)[O-])OC)=O)=O